((((1-(4-bromophenyl) cyclopropyl) methyl) carbamoyl) oxy) benzoate C(C1=CC=CC=C1)(=O)OOC(NCC1(CC1)C1=CC=C(C=C1)Br)=O